NC1=CC=C(C(=C1C(=O)N(C)C)F)C=1C(=C2C(=NC1)NC[C@@]21C[C@H](CC1)OC1=NC=CC=C1)Cl 6-Amino-3-((1S,3S)-4'-chloro-3-(pyridin-2-yloxy)-1',2'-dihydrospiro[cyclopentane-1,3'-pyrrolo[2,3-b]pyridin]-5'-yl)-2-fluoro-N,N-dimethylbenzamide